3,4,7,15-tetraazatricyclo[12.3.1.02,6]Octadeca-1(18),2(6),4,14,16-pentaen-8-one C1=2C=3NN=CC3NC(CCCCCC(=NC=C1)C2)=O